CC=1N=C(N2C1C=CC=C2)[C@@H]2C[C@@H](CCC2)NC2=NC=C(C(=N2)OC2COC2)C(F)(F)F N-[(1R,3S)-3-(1-methylimidazo[1,5-a]pyridin-3-yl)cyclohexyl]-4-(oxetan-3-yloxy)-5-(trifluoromethyl)pyrimidin-2-amine